5-amino-2,4,6-tri-iodoisophthalic acid NC=1C(=C(C(=C(C(=O)O)C1I)I)C(=O)O)I